C1=CC2=NNN=C2C(=C1Cl)Cl dichlorobenzotriazole